O=C1NC(CC[C@@H]1N1C(C2=CC=C3C(=C2C1)OCC31CCN(CC1)C(=O)C1CCN(CC1)C(=O)OC(C)(C)C)=O)=O tert-butyl (S)-4-(7-(2,6-dioxopiperidin-3-yl)-6-oxo-7,8-dihydro-2H,6H-spiro[furo[2,3-e]isoindole-3,4'-piperidine]-1'-carbonyl)piperidine-1-carboxylate